ClC=1N=C(C2=C(N1)C=C(O2)C(=O)N(C)CC2CC2)N2CCOCC2 2-chloro-N-(cyclopropylmethyl)-N-methyl-4-morpholinofuro[3,2-d]pyrimidine-6-carboxamide